(R)-N-[(1S)-1-(4-cyanophenyl)ethyl]-2-methyl-2-propanesulfenamide C(#N)C1=CC=C(C=C1)[C@H](C)NSC(C)(C)C